C(CCCCCC)C1C(CCCC1)CCCCC 2-Heptyl-1-pentyl-cyclohexan